ClCC(=O)N(CC1=CC(=CC(=C1)C)F)C1=CC(=CC(=C1)OC)OC 2-chloro-N-(3,5-dimethoxyphenyl)-N-[(3-fluoro-5-methyl-phenyl)methyl]acetamide